N-[(2S)-1-({(1S)-1-cyano-2-[(3S)-2-oxopyrrolidin-3-yl]ethyl}amino)-4-methyl-1-oxopentan-2-yl]-4-methoxy-3-(trifluoromethyl)-1H-indole-2-carboxamide C(#N)[C@H](C[C@H]1C(NCC1)=O)NC([C@H](CC(C)C)NC(=O)C=1NC2=CC=CC(=C2C1C(F)(F)F)OC)=O